phenylethylamine hydrogen iodide salt I.C1(=CC=CC=C1)CCN